C(#N)C1=C(C=C(C=N1)NC(C(CC=O)(C)O)=O)C(F)(F)F N-[6-cyano-5-(trifluoromethyl)pyridin-3-yl]-2-hydroxy-2-methyl-4-oxobutanamide